1-(4-(4,4,5,5-tetramethyl-1,3,2-dioxaborolan-2-yl)phenyl)piperidine ruthenium [Ru].CC1(OB(OC1(C)C)C1=CC=C(C=C1)N1CCCCC1)C